2-amino-5-iodo-7-(tetrahydro-2H-pyran-4-yl)-imidazo[5,1-f][1,2,4]Triazin-4(3H)-one NC1=NN2C(C(N1)=O)=C(N=C2C2CCOCC2)I